O[C@H]1C[C@@H](N(C1)C([C@H](C(C)(C)C)N1N=NC(=C1)COC1=CC=C(C=C1)C(CC)O)=O)C(=O)NC (2R,4S)-4-hydroxy-1-[(2S)-2-[4-[[4-(1-hydroxypropyl)phenoxy]methyl]triazol-1-yl]-3,3-dimethyl-butanoyl]-N-methyl-pyrrolidine-2-carboxamide